FC1=C(OCCO)C=CC(=C1)CN1C(=NC2=NC=C(C=C21)N2C=CC=1N=CN=C(C12)OC)C 2-(2-fluoro-4-((6-(4-methoxy-5H-pyrrolo[3,2-d]pyrimidin-5-yl)-2-methyl-1H-imidazo[4,5-b]pyridin-1-yl)methyl)phenoxy)ethanol